NCCCC1=C(C(=O)N[C@H](C)C2=CC(=C(C=C2)OC)OC)C=CC=C1 2-(3-aminopropyl)-N-[(1R)-1-(3,4-dimethoxyphenyl)ethyl]benzamide